C(C)(C)(C)OC(=O)N1[C@@H](C[C@H](C1)NC(C1=CC=C(C=C1)C(=O)OC)=O)C(N)=O (2S,4R)-2-carbamoyl-4-(4-(methoxycarbonyl)benzoylamino)pyrrolidine-1-carboxylic acid tert-butyl ester